N-(2-(1,1-dioxidothiomorpholino)ethyl)-3-(2-(4-(4-ethoxy-6-((4-methoxybenzyl)oxy)pyridin-3-yl)-2-fluorophenyl)acetamido)-5-(trifluoromethyl)benzamide O=S1(CCN(CC1)CCNC(C1=CC(=CC(=C1)C(F)(F)F)NC(CC1=C(C=C(C=C1)C=1C=NC(=CC1OCC)OCC1=CC=C(C=C1)OC)F)=O)=O)=O